2-phenylsulfanylacetonitrile C1(=CC=CC=C1)SCC#N